2-amino-3-methyl-N-((1R)-1-((3S)-tetrahydro-3-furanyl)ethyl)-N-((5-(trifluoromethyl)-2-pyridinyl)methyl)-6-quinolinecarboxamide NC1=NC2=CC=C(C=C2C=C1C)C(=O)N(CC1=NC=C(C=C1)C(F)(F)F)[C@H](C)[C@H]1COCC1